COC1=CC=C(C=N1)CN1[C@H](CN(CC1)C1=CC=C(C=N1)C1=NC2=CC=CC=C2C(=N1)NC1=NNC(=C1)C)C (S)-2-(6-(4-((6-methoxypyridin-3-yl)methyl)-3-methylpiperazin-1-yl)pyridin-3-yl)-N-(5-methyl-1H-pyrazol-3-yl)quinazolin-4-amine